4-(2-fluorophenyl)-3-(4-methoxyphenyl)-1-phenylimidazolidine FC1=C(C=CC=C1)C1N(CN(C1)C1=CC=CC=C1)C1=CC=C(C=C1)OC